C(C)OC(CNC(C(C=1SC=CC1)N(C(CC)=O)C1=C(C=C(C=C1)OC)OC)=O)=O (2-(N-(2,4-dimethoxyphenyl)propioamido)-2-(thiophen-2-yl)acetyl)glycine ethyl ester